5-((8-benzhydryl-3,8-diazabicyclo[3.2.1]oct-3-yl)methyl)-2-(2,6-dioxopiperidin-3-yl)isoindoline-1,3-dione C(C1=CC=CC=C1)(C1=CC=CC=C1)N1C2CN(CC1CC2)CC=2C=C1C(N(C(C1=CC2)=O)C2C(NC(CC2)=O)=O)=O